9-[1-[[6-chloro-2-(1-methylpyrazol-4-yl)-3-pyridinyl]amino]ethyl]-3-[1-[(2R)-2-hydroxypropyl]-4-piperidinyl]-4,7-dimethyl-pyrazolo[3,4-c]isoquinolin-5-one ClC1=CC=C(C(=N1)C=1C=NN(C1)C)NC(C)C=1C=2C3=C(N(C(C2C=C(C1)C)=O)C)N(N=C3)C3CCN(CC3)C[C@@H](C)O